rac-(1R,2R)-2-((tert-butyldimethylsilyl)oxy)-N-(3,5-dichlorophenyl)cycloheptan-1-amine [Si](C)(C)(C(C)(C)C)O[C@H]1[C@@H](CCCCC1)NC1=CC(=CC(=C1)Cl)Cl |r|